(E)-3-((5-Fluoro-3-((E)-2-(pyridin-4-yl)vinyl)-1H-indazol-6-yl)methylene)indole FC=1C=C2C(=NNC2=CC1\C=C/1\C=NC2=CC=CC=C12)\C=C\C1=CC=NC=C1